Cl.NC1=C2C(=C(N=N1)N1CC(CC1)C1=CC=C(C=C1)CO)N(C(=N2)CCCC)C (4-(1-(4-amino-2-butyl-1-methyl-1H-imidazo[4,5-d]pyridazin-7-yl)pyrrolidin-3-yl)phenyl)methanol hydrochloride